C(C1=CC=CC=C1)N(CCOCCNC(OC(C)(C)C)=O)O tert-Butyl (2-(2-(benzyl(hydroxy)amino)ethoxy)ethyl)carbamate